COC1=C(C=CC(=C1)OC)C(C1=CC=C(OCC(=O)NC(C2=CC=C(C=C2)C)C2=CC=CC=C2)C=C1)(N)C(=O)OCC1C2=CC=CC=C2C2=CC=CC=C12 4-(2',4'-dimethoxyphenyl-Fmoc-aminomethyl)-phenoxyacetyl-p-methylbenzhydrylamine